CSCCCC(=O)NC1=CC=C(C=C1)N1CCOCC1 4-(methylthio)-N-(4-morpholinophenyl)butanamide